[di(phenyl)triazinylphenyl]dibenzothiophene C1(=CC=CC=C1)C1=C(C(=C(C=C1)C1=CC=CC=2SC3=C(C21)C=CC=C3)C3=NN=NC=C3)C3=CC=CC=C3